2-methyl-2-(prop-2-enamido)propane-1-sulfonic acid CC(CS(=O)(=O)O)(C)NC(C=C)=O